(1S,3S,4S)-2-((5-chloropyridin-3-yl)-L-alanyl)-N-((R)-1-cyano-2-((S)-2-oxopiperidin-3-yl)ethyl)-5,5-difluoro-2-azabicyclo[2.2.2]octane-3-carboxamide ClC=1C=C(C=NC1)N[C@@H](C)C(=O)N1[C@@H]2CC([C@H]([C@H]1C(=O)N[C@H](C[C@H]1C(NCCC1)=O)C#N)CC2)(F)F